COC1=C(C=C(C(=C1)OC1=CC=CC=C1)C)NC(=O)NC1=CC=CC=C1 1-(2-methoxy-5-methyl-4-phenoxyphenyl)-3-phenylurea